(2S)-1-[2-[(3R)-3-[[8-(trifluoromethoxy)-5-quinolinyl]amino]pyrrolidin-1-yl]acetyl]pyrrolidine-2-carbonitrile FC(OC=1C=CC(=C2C=CC=NC12)N[C@H]1CN(CC1)CC(=O)N1[C@@H](CCC1)C#N)(F)F